methyl (S)-2-phenethylchromane-2-carboxylate C(CC1=CC=CC=C1)[C@@]1(OC2=CC=CC=C2CC1)C(=O)OC